O1CC=CC2=C(C=CC=C12)CC(=O)[O-] chromen-5-ylacetate